2-fluoro-N-methyl-1'-((2-methyl-3-oxo-8-(prop-1-yn-1-yl)-3,4-dihydroquinoxalin-6-yl)methyl)-1',2',3',6'-tetrahydro-[3,4'-bipyridine]-6-carboxamide FC1=NC(=CC=C1C=1CCN(CC1)CC=1C=C2NC(C(=NC2=C(C1)C#CC)C)=O)C(=O)NC